4-(3-(4-(1,5-Dimethyl-1H-imidazol-2-yl)piperazine-1-carbonyl)-4-fluorobenzyl)-6-(prop-1-ynyl)phthalazin-1(2H)-one CN1C(=NC=C1C)N1CCN(CC1)C(=O)C=1C=C(CC2=NNC(C3=CC=C(C=C23)C#CC)=O)C=CC1F